1-N-[(2,4-dimethoxyphenyl)methyl]-5-N-[[5-([1,2,4]triazolo[4,3-a]pyridin-7-yloxymethyl)-2-oxabicyclo[3.1.1]heptan-1-yl]methyl]isoquinoline-1,5-diamine COC1=C(C=CC(=C1)OC)CNC1=NC=CC=2C(=CC=CC12)NCC12OCCC(C1)(C2)COC2=CC=1N(C=C2)C=NN1